FC1=C(C(=CC=C1)F)C1=N[C@H](C2=NC(=NN2C=2SC=3OCCOCC3C12)C(=O)NCC1(CC1)O)C (7S)-9-(2,6-difluorophenyl)-N-[(1-hydroxycyclopropyl)methyl]-7-methyl-13,16-dioxa-18-thia-2,3,5,8-tetrazatetracyclo[8.8.0.02,6.011,17]octadeca-1(10),3,5,8,11(17)-pentaene-4-carboxamide